4-(2-amino-2-methylpropanoyl)-N-(1-(4-(((trans-4-aminocyclohexyl)amino)methyl)phenyl)-2-oxo-1,2-dihydropyrimidin-4-yl)piperazine-1-carboxamide hydrochloride salt Cl.NC(C(=O)N1CCN(CC1)C(=O)NC1=NC(N(C=C1)C1=CC=C(C=C1)CN[C@@H]1CC[C@H](CC1)N)=O)(C)C